Cl.CC1(CC1)[C@H]1CN(CCN1)C=1N=NC(=CN1)C1=C(C=C(C=C1)C1=CC=2C(N=C1)=NN(N2)C)O 2-{3-[(3S)-3-(1-methylcyclopropyl)piperazin-1-yl]-1,2,4-triazin-6-yl}-5-(2-methyl-2H-[1,2,3]triazolo[4,5-b]pyridin-6-yl)phenol hydrochloride